C(C)(C)(C)OC(=O)N1C(CC(C1)(C)C)O.C1(CC1)C1=C(C=CC=C1)C=1C=C2C(CCC3(CN(CC3)C(=O)C3=NC=C(C=C3)F)C2=CC1)O (6-(2-cyclopropylphenyl)-4-hydroxy-3,4-dihydro-2H-spiro[naphthalene-1,3'-pyrrolidin]-1'-yl)(5-fluoropyridin-2-yl)methanone tert-butyl-2-hydroxy-4,4-dimethylpyrrolidine-1-carboxylate